1-(4,6-diamino-s-triazin-2-yl)hexyl-2-phenyl-4-hydroxymethyl-5-methylimidazole NC1=NC(=NC(=N1)N)C(CCCCC)C(C=1N=C(NC1C)C1=CC=CC=C1)O